C(#N)C1=CC(=C(C=C1)N1CCN(CC1)S(=O)(=O)Cl)C 4-(4-cyano-2-methylphenyl)piperazine-1-sulfonyl chloride